NCC#CC1=CC=C(C=C1)C1=CC=CO1 5-(4-(3-aminoprop-1-yn-1-yl)phenyl)furan